BrC=1N=C(C=2N(C1)N=CN2)NC2=CC(=C(C=C2)N2CCC(CC2)(O)C)OC 1-(4-((6-bromo-[1,2,4]triazolo[1,5-a]pyrazin-8-yl)amino)-2-methoxyphenyl)-4-methylpiperidin-4-ol